FC1([C@H](C2=C(C=CC(=C2C1)OC=1C=C(C#N)C=C(C1)OC1=C2CC([C@H](C2=C(C=C1)S(=O)(=O)C)O)(F)F)S(=O)(=O)C)O)F 3,5-bis[[(1S)-2,2-difluoro-1-hydroxy-7-methylsulfonyl-indan-4-yl]oxy]benzonitrile